2-((3-(4-cyanonaphthalen-1-yl)pyridin-4-yl)thio)-2-methylpropanoic acid C(#N)C1=CC=C(C2=CC=CC=C12)C=1C=NC=CC1SC(C(=O)O)(C)C